2-((5-(3-((2-((S)-3-carboxybutanoyl)-4-fluoro-6-methoxybenzo[b]thiophen-5-yl)oxy)propoxy)-4-fluoro-6-methoxybenzo[b]thiophen-2-yl)methyl)cyclobutanecarboxylic acid C(=O)(O)[C@H](CC(=O)C1=CC2=C(S1)C=C(C(=C2F)OCCCOC2=C(C1=C(SC(=C1)CC1C(CC1)C(=O)O)C=C2OC)F)OC)C